C(CCCCCCC)SCCCCCCCC di-n-octyl sulfide